(2E,2'E,2''E)-2,2',2''-(cyclopropane-1,2,3-triylidene)tris(2-(4-cyanoperfluorophenyl)-acetonitrile) C1(C(C1=C(C#N)C1=C(C(=C(C(=C1F)F)C#N)F)F)=C(C#N)C1=C(C(=C(C(=C1F)F)C#N)F)F)=C(C#N)C1=C(C(=C(C(=C1F)F)C#N)F)F